C(CCCCCCCCCCCCCCCCC)C(C(=O)N)CC(=O)N Octadecyl-succinamide